6-((6-(bis(4-methoxyphenyl)(phenyl)methoxy)hexyl)(hexadecyl)amino)hexyl (2-cyanoethyl) diisopropylphosphoramidite C(C)(C)N(P(OCCCCCCN(CCCCCCCCCCCCCCCC)CCCCCCOC(C1=CC=CC=C1)(C1=CC=C(C=C1)OC)C1=CC=C(C=C1)OC)OCCC#N)C(C)C